2-(dichloromethyl)-2-methyl-1,3-dioxolane ClC(C1(OCCO1)C)Cl